C(C=C)(=O)OC(C(C(C(C(C(C(C(C(C(F)(F)F)(F)F)(F)F)(F)F)(F)F)(F)F)(F)F)(F)F)(F)F)(F)F perfluorodecyl Acrylate